FC1=CC=C2C=CC=NC2=C1C=1C(=NC(=CC1)CCCC(F)(F)F)N (7-fluoroquinolin-8-yl)-6-(4,4,4-trifluorobutyl)pyridin-2-amine